N-[1-[3-[1-(3-pyridyl)-1,2,4-triazol-3-yl]pyrazin-2-yl]ethyl]-3,5-bis(trifluoromethyl)benzamide N1=CC(=CC=C1)N1N=C(N=C1)C=1C(=NC=CN1)C(C)NC(C1=CC(=CC(=C1)C(F)(F)F)C(F)(F)F)=O